Nα-Laurylsarcosine C(CCCCCCCCCCC)N(C)CC(=O)O